2-(4-(2-(7,8-Dimethyl-[1,2,4]triazolo[1,5-a]pyridin-6-yl)-3-isopropyl-1-(methylglycyl)-1H-indol-5-yl)piperidin-1-yl)acetamide ditrifluoroacetate FC(C(=O)O)(F)F.FC(C(=O)O)(F)F.CC1=C(C=2N(C=C1C=1N(C3=CC=C(C=C3C1C(C)C)C1CCN(CC1)CC(=O)N)C(CNC)=O)N=CN2)C